NC1=NC(N(C=N1)[C@H]1C[C@@H]([C@H](O1)CO[P@@](OC12CC(C1)C2)N[C@@H](C)C(=O)OCC2=CC=CC=C2)O)=C=O benzyl ((S)-(((2R,3S,5R)-5-(4-amino-2-carbonyl-1,3,5-triazin-1(2H)-yl)-3-hydroxytetrahydrofuran-2-yl) methoxy) (bicyclo[1.1.1]pentan-1-oxy) phosphino)-L-alaninate